Cobalt-Manganese-Iron [Fe].[Mn].[Co]